(S)-3-(3-chloro-4-fluorophenyl)-1-(1-(7,8-difluoro-1-oxo-1,2-dihydroisoquinolin-4-yl)ethyl)-1-(3-hydroxypropyl)urea ClC=1C=C(C=CC1F)NC(N(CCCO)[C@@H](C)C1=CNC(C2=C(C(=CC=C12)F)F)=O)=O